2-methyl-2,5-diazabicyclo[4.2.0]octane CN1C2CCC2NCC1